3-(4-{[2-(2-hydroxyethoxy)phenyl]sulfamoyl}phenyl)-1-(pyridin-3-ylmethyl)urea OCCOC1=C(C=CC=C1)NS(=O)(=O)C1=CC=C(C=C1)NC(NCC=1C=NC=CC1)=O